FC=1C=CC(=NC1)CC(=O)N1C=NC=C1 2-(5-Fluoropyridin-2-yl)-1-(1H-imidazol-1-yl)ethan-1-one